FC1=NC2=C(C=C(C=C2C(=N1)C12CNCC(CC1)N2)F)F 2,6,8-trifluoroquinazolin-4-yl-3,8-diazabicyclo[3.2.1]Octane